ClC=1C(N(C(=CC1OCC1=NC=C(C=C1F)F)C)C1=CC(=NC=C1C)C1=NC(=NC=C1)C(C(F)F)(C)C)=O 3-chloro-2'-[2-(1,1-difluoro-2-methylpropan-2-yl)pyrimidin-4-yl]-4-[(3,5-difluoropyridin-2-yl)methoxy]-5',6-dimethyl-[1,4'-bipyridin]-2-one